IC=1C(=NOC1C)CNC(OC(C)(C)C)=O tert-Butyl ((4-iodo-5-methylisoxazol-3-yl)methyl)carbamate